3-amino-1-(4-bromo-2,6-dimethylphenyl)-1H-pyrazole-4-carboxamide NC1=NN(C=C1C(=O)N)C1=C(C=C(C=C1C)Br)C